CN1C(C=C(C=C1)C(=O)OC)=O methyl 1-methyl-2-oxo-1,2-dihydropyridine-4-carboxylate